CN1C=NC2=C1C=CC(=C2)COC2=CC=CC(=N2)C2CCN(CC2)CC2=NC1=C(N2C[C@H]2OCC2)C=C(C=C1)C(=O)O (S)-2-((4-(6-((1-methyl-1H-benzo[d]imidazol-5-yl)methoxy)pyridin-2-yl)piperidine-1-yl)methyl)-1-(oxetan-2-ylmethyl)-1H-benzo[d]imidazole-6-carboxylic acid